C(C1=CC=CC=C1)OC1CC2(C(N(C=3C=NC=4C=C(C(=CC4C32)C=3C=C(C(=NC3)OCCNC(C)C)NS(=O)(=O)C)F)C)=O)C1 N-(5-(3-(benzyloxy)-7'-fluoro-3'-methyl-2'-oxo-2',3'-dihydrospiro[cyclobutan-1,1'-pyrrolo[2,3-c]quinolin]-8'-yl)-2-(2-(isopropylamino)ethoxy)pyridin-3-yl)methanesulfonamide